tert-Butyl (S)-3-((4-acetyl-6-chloro-2,7-naphthyridin-1-yl)oxy)pyrrolidine-1-carboxylate C(C)(=O)C1=CN=C(C2=CN=C(C=C12)Cl)O[C@@H]1CN(CC1)C(=O)OC(C)(C)C